[(2R,3S,4R,5R)-5-[2-chloro-4-(cyclopentyl-amino)pyrrolo[2,3-d]-pyrimidin-7-yl]-3,4-dihydroxy-tetrahydro-furan-2-yl]methoxy-methyl-(morpholine-4-carbonyloxy-methoxy)phosphinic acid ClC=1N=C(C2=C(N1)N(C=C2)[C@H]2[C@@H]([C@@H]([C@H](O2)COCP(O)(=O)OCOC(=O)N2CCOCC2)O)O)NC2CCCC2